COC=1C=C(C=NC1)CN1C(C2=CC=C(C=C2C=N1)S(=O)(=O)C1=CC=CC=C1)=O 2-((5-Methoxypyridin-3-yl)methyl)-6-(phenylsulfonyl)phthalazin-1(2H)-one